FC(C=1C=C(C#N)C=C(C1)OC1=C(N=CN(C1=O)CC=1C(=NC(=NC1C)C)OC)C(C(F)(F)F)(F)F)F 3-(difluoromethyl)-5-((1-((4-methoxy-2,6-dimethylpyrimidin-5-yl)methyl)-6-oxo-4-(perfluoroethyl)-1,6-dihydropyrimidin-5-yl)oxy)benzonitrile